BrC1=C(C=CC=C1)CC(C(=O)O)(C)C 3-(2-bromophenyl)-2,2-dimethyl-propionic acid